tert-butyl 4-(5-fluoro-2-methyl-4-(4,4,5,5-tetramethyl-1,3,2-dioxaborolan-2-yl)benzoyl)piperazine-1-carboxylate FC=1C(=CC(=C(C(=O)N2CCN(CC2)C(=O)OC(C)(C)C)C1)C)B1OC(C(O1)(C)C)(C)C